C(C)(C)(C)OC(CCC[N+](C)(C)C)=O 4-(tert-butoxy)-N,N,N-trimethyl-4-oxobutan-1-aminium